ClC1=CC(=NC=C1)N1N=CC(=C1C(F)(F)F)C(=O)NC1=CC(=C(C=C1)OC1=C2C(=NC=C1)NC(N2C(C)C)=O)F (4-Chloropyridin-2-yl)-N-(3-fluoro-4-((1-isopropyl-2-keto-2,3-dihydro-1H-imidazo[4,5-b]pyridin-7-yl)oxy)phenyl)-5-(trifluoromethyl)-1H-pyrazole-4-carboxamide